tert-butyl N-[(1s,4s)-4-[7-oxo-2-sulfanyl-5-(trifluoromethanesulfonyloxy)pyrido[2,3-d]pyrimidin-8-yl]cyclohexyl]carbamate O=C1C=C(C2=C(N=C(N=C2)S)N1C1CCC(CC1)NC(OC(C)(C)C)=O)OS(=O)(=O)C(F)(F)F